BrC=1C(=C(C#N)C(=CC1)OC([2H])([2H])[2H])N1CCC(CC1)C1=NN=CN1C 3-bromo-6-(2H3)methoxy-2-[4-(4-methyl-1,2,4-triazol-3-yl)piperidin-1-yl]benzonitrile